N1(CCC1)CCOC1=CC(=NC=C1)N 4-[2-(azetidin-1-yl)ethoxy]pyridin-2-amine